2'-chloro-N-(5-(6-(difluoromethyl)-2-methoxynicotinoyl)-5,6-dihydro-4H-pyrrolo[3,4-d]thiazol-2-yl)-5'-methoxy-6-methyl-[4,4'-bipyridine]-3-carboxamide ClC1=NC=C(C(=C1)C1=C(C=NC(=C1)C)C(=O)NC=1SC2=C(N1)CN(C2)C(C2=C(N=C(C=C2)C(F)F)OC)=O)OC